6-bromo-5-(methylsulfonyl)pyridin-2-amine BrC1=C(C=CC(=N1)N)S(=O)(=O)C